4,4-dimethyl-N-{2-oxo-1-[(1S)-1-[6-(trifluoromethyl)pyridin-2-yl]ethyl]quinoxalin-6-yl}pentanamide CC(CCC(=O)NC=1C=C2N=CC(N(C2=CC1)[C@@H](C)C1=NC(=CC=C1)C(F)(F)F)=O)(C)C